C1C(CC12OCCO2)CO 5,8-Dioxaspiro[3.4]octan-2-ylmethanol